(R)-7-(4-((1-(3-(2-(azetidin-3-yl)-1,1-difluoroethyl)-2-fluorophenyl)ethyl)amino)-6-(1,1-dioxidotetrahydro-2H-thiopyran-4-yl)-7-oxopyrido[2,3-d]pyrimidin-8(7H)-yl)heptanal N1CC(C1)CC(F)(F)C=1C(=C(C=CC1)[C@@H](C)NC=1C2=C(N=CN1)N(C(C(=C2)C2CCS(CC2)(=O)=O)=O)CCCCCCC=O)F